FC(C1=NC(=CC(=C1)C(=O)N)C(F)(F)F)(F)F 2,6-bis(trifluoromethyl)pyridine-4-carboxamide